C(CCCCCCCCCCCCCCCCCCCCC)C1=C(C=CC=C1)\C(\C=C)=C/CC(C)C behenyl-(Z)-(6-methylhept-1,3-dien-3-yl)benzene